N-cyclopropyl-6-(5-{[(3R,4S)-1-(3,3-difluorocyclopentanecarbonyl)-4-fluoropyrrolidin-3-yl]-carbamoyl}-6-(deutero)methoxy-pyridin-3-yl)-1H-indazole-3-carboxamide C1(CC1)NC(=O)C1=NNC2=CC(=CC=C12)C=1C=NC(=C(C1)C(N[C@@H]1CN(C[C@@H]1F)C(=O)C1CC(CC1)(F)F)=O)OC[2H]